(S)-3-((R)-2-cyclopentyl-2-hydroxy-2-phenylacetoxy)-1,1-dimethylpyrrolidinium 4-methylbenzenesulfonate CC1=CC=C(C=C1)S(=O)(=O)[O-].C1(CCCC1)[C@](C(=O)O[C@@H]1C[N+](CC1)(C)C)(C1=CC=CC=C1)O